N-{4-[2-(2-chloro-3-fluorophenyl)acetamido]pyridin-2-yl}-N-[2-(difluoromethyl)phenyl]acetamide ClC1=C(C=CC=C1F)CC(=O)NC1=CC(=NC=C1)N(C(C)=O)C1=C(C=CC=C1)C(F)F